[3-(acryloyloxy)propyl](dimethylammonium) acetate C(C)(=O)[O-].C(C=C)(=O)OCCC[NH+](C)C